([1,1'-biphenyl]-4-yl)-1,3-dihydro-2H-cyclopenta[b]benzofuran-2,2-dicarboxylate C1(=CC=C(C=C1)OC(=O)C1(CC2=C(OC3=C2C=CC=C3)C1)C(=O)[O-])C1=CC=CC=C1